C1=CC(=CC=C1N)SSC2=CC=C(C=C2)N 4,4'-diaminodiphenyl disulphide